1-(5-iodo-2-pyridinyl)piperidin-4-one IC=1C=CC(=NC1)N1CCC(CC1)=O